ClC1=CC=C(C=C1)C(C(=O)N[C@@H](CC(C)C)C(=O)OC)C1(CC1)C1=CC(=CC=C1)Cl Methyl (((4-chlorophenyl) (1-(3-chlorophenyl) cyclopropyl) methyl) carbonyl)-leucinate